[Na].C(CCCCCCCCCCCCC)(=O)N(C)CC(=O)O N-myristoyl-sarcosin sodium